Cl.COC=1C=C(C=C(C1)OC)C#CC=1N=C(N2C1C(=NC=C2)N)C2CNC2 ((3,5-dimethoxyphenyl)ethynyl)-3-(azetidin-3-yl)imidazo[1,5-a]pyrazine-8-amine hydrochloride